ethyl-(S)-4-amino-3-iodo-1-(pyrrolidin-3-yl)-1,6-dihydro-7H-pyrrolo[2,3-d]pyridin C(C)C1=C(C2=C(CCN=C2N)N1[C@@H]1CNCC1)I